C(C)C=1C(NC=2C=C(C=NC2C1)CN1C2CN(CC1C2)C=2C=CC(=NC2)C(=O)NC)=O 5-(6-((7-ethyl-6-oxo-5,6-dihydro-1,5-naphthyridin-3-yl)methyl)-3,6-diazabicyclo[3.1.1]heptan-3-yl)-N-methylpicolinamide